FC1=NN(C=C1)C=1C=C2C(=NC=NC2=C(C1)OC)N[C@H](C)C=1N=NC(=CC1)C (R)-6-(3-fluoro-1H-pyrazol-1-yl)-8-methoxy-N-(1-(6-methylpyridazin-3-yl)ethyl)quinazolin-4-amine